N-(indolin-5-yl)benzamide N1CCC2=CC(=CC=C12)NC(C1=CC=CC=C1)=O